γ-acrylamidopropyltrimethoxysilane C(C=C)(=O)NCCC[Si](OC)(OC)OC